FC=1C=C(C=C(C1C1(SC=CC1C(=O)NOC)C(=O)N)F)C1=CC(=CC=C1)OC([2H])([2H])[2H] 2-(3,5-difluoro-3'-(methoxy-d3)-[1,1'-biphenyl]-4-yl)-N3-methoxythiophene-2,3-dicarboxamide